NC(CCC(=O)NC1=CC=CC=C1)N diaminobutyrylaniline